FC=1C=C(C#N)C=C(C1)OC1=C2C=3C(C(C(C3C=C1)(F)F)(F)F)(C(C2F)(F)F)O 3-fluoro-5-((1,1,2,2,3,3,4-heptafluoro-2a-hydroxy-2,2a,3,4-tetrahydro-1H-cyclopenta[cd]inden-5-yl)oxy)benzonitrile